(1R,4S)-4-Amino-3,3-difluorocyclopentanecarboxylic acid hydrochloric acid salt Cl.N[C@@H]1C(C[C@@H](C1)C(=O)O)(F)F